Lithium-Cobalt oxide [Co]=O.[Li]